C1(CCCC1)NC(C1=C(C=C(C=C1)N=C=O)C=1N=NNN1)=O N-cyclopentyl-4-isocyanato-2-(2H-tetrazol-5-yl)benzamide